[OH-].C(C)[N+](CC)(CC)CCCC N,N,N-triethylbutylammonium hydroxide